OC[C@H](C1=CC=CC=C1)NC1=CC(=NC=C1C1=NC2(CO1)CCOCC2)NC=2C=C1C(NC(C1=CC2)=O)(C)C (S)-5-((4-((2-hydroxy-1-phenylethyl)amino)-5-(3,8-dioxa-1-azaspiro[4.5]dec-1-en-2-yl)pyridin-2-yl)amino)-3,3-dimethylisoindolin-1-one